(4-bromo-3,5-dimethylthiophen-2-yl)-6-fluoro-1,2,3,4-tetrahydroisoquinoline BrC=1C(=C(SC1C)C1NCCC2=CC(=CC=C12)F)C